((3R,5S)-3,5-Dimethylpiperazin-1-yl)(5-(2,4,5-trifluoro-3-hydroxyphenyl)-1,2,4-oxadiazol-3-yl)methanone C[C@@H]1CN(C[C@@H](N1)C)C(=O)C1=NOC(=N1)C1=C(C(=C(C(=C1)F)F)O)F